2-((4-(2-(4-cyano-2-fluorophenyl)-2-methylbenzo[d][1,3]dioxol-4-yl)-3,6-dihydropyridin-1(2H)-yl)methyl)-1-(((S)-oxetan-2-yl)methyl)-1H-benzo[d]imidazole-6-carboxylic acid C(#N)C1=CC(=C(C=C1)C1(OC2=C(O1)C=CC=C2C=2CCN(CC2)CC2=NC1=C(N2C[C@H]2OCC2)C=C(C=C1)C(=O)O)C)F